O1C(=CC=C1)C(=O)NC1=CC=C2C(=N1)C(=CN2)C2CCN(C=C2)C(C)C 5-(2-furoyl)amino-3-(1-isopropyl-1,2,3,4-tetrahydro-pyridin-4-yl)pyrrolo[3,2-b]pyridine